[N+](=O)([O-])[C@@H](CC1=CNC2=CC=CC=C12)C (2R)-3-(2-nitropropyl)-1H-indole